7-((3aS,6R,6aR)-6-(((tert-Butyldimethylsilyl)oxy)methyl)-2,2-dimethyltetrahydrofuro[3,4-d][1,3]dioxol-4-yl)-2-chloro-N-cyclopentylpyrrolo[2,1-f][1,2,4]triazin-4-amine [Si](C)(C)(C(C)(C)C)OC[C@H]1OC([C@H]2[C@@H]1OC(O2)(C)C)C2=CC=C1C(=NC(=NN12)Cl)NC1CCCC1